N-[1-(trifluoromethyl)cyclopropyl]-4-[[2-[3-(trifluoromethyl)-1H-indazol-6-yl]acetyl]amino]pyridine-2-carboxamide FC(C1(CC1)NC(=O)C1=NC=CC(=C1)NC(CC1=CC=C2C(=NNC2=C1)C(F)(F)F)=O)(F)F